C(C1=CC=CC=C1)NC(C([C@H](CC1=NNC=C1)NC(=O)[C@H]1N(CC2(CC2)C1)C(=O)C=1NC2=CC=CC=C2C1)O)=O (6S)-N-((2S)-4-(benzylamino)-3-hydroxy-4-oxo-1-(1H-pyrazol-3-yl)butan-2-yl)-5-(1H-indole-2-carbonyl)-5-azaspiro[2.4]heptane-6-carboxamide